diisopropoxy-p-xylene C(C)(C)OC=1C(=C(C=CC1C)C)OC(C)C